NC1=NC=CC=C1C1=NC=2C(=NC(=CC2)C2=CC=CC=C2)N1C1=C(C(=C(C=C1)NC(=O)C1CC2(CC(C2)C(=O)OC)C1)F)C methyl 6-((4-(2-(2-aminopyridin-3-yl)-5-phenyl-3H-imidazo[4,5-b]pyridin-3-yl)-2-fluoro-3-methylphenyl)carbamoyl)spiro[3.3]heptane-2-carboxylate